ClC=1C=CC(=C(C1)N1C(C(N(CC1)[C@H](C(=O)NC=1C=C2C=C(N(C2=CC1)C)C(=O)OC(C)(C)C)CC1=CC=C(C=C1)NC(=O)N1CCCCC1)=O)=O)N1N=NN=C1 Tert-butyl (S)-5-(2-(4-(5-chloro-2-(1H-tetrazol-1-yl) phenyl)-2,3-dioxopiperazin-1-yl)-3-(4-(piperidine-1-carboxamido) phenyl) propionylamino)-1-methyl-1H-indole-2-carboxylate